C(=O)(O)CC(S(=O)(=O)O)(F)F carboxy-1,1-difluoroethanesulfonic acid